ClC=1C=C(C=CC1C(=O)N1CCN(CC1)C(CN(C)C)=O)NC(=O)C=1N(C(=CN1)C=1C(=NC(=C(C1)F)N(C)C)F)C N-[3-chloro-4-[4-[2-(dimethylamino)acetyl]piperazine-1-carbonyl]phenyl]-5-[6-(dimethylamino)-2,5-difluoro-3-pyridinyl]-1-methyl-imidazole-2-carboxamide